C(C)(C)(C)C#C[Co](=C=O)(=C=O)(=C=O)(=C=O)(=C=O)=C=O t-butylethynyl-hexacarbonyl-cobalt